1-(4-cyanophenyl)-3-(2,5-dimethyl-4-nitrophenoxy)-1H-pyrazole C(#N)C1=CC=C(C=C1)N1N=C(C=C1)OC1=C(C=C(C(=C1)C)[N+](=O)[O-])C